NC1=CC(=C2C(N(CCCCC[C@@](C3=NN=C(C1=N2)O3)(C(F)(F)F)O)CC=3C=NC(=CC3)OC(F)F)=O)C(F)(F)F (6R)-17-amino-12-[[6-(difluoromethoxy)-3-pyridyl]methyl]-6-hydroxy-6,15-bis(trifluoromethyl)-19-oxa-3,4,12,18-tetrazatricyclo[12.3.1.12,5]nonadeca-1(18),2,4,14,16-pentaen-13-one